NC(=O)C1=CC=C(C=C1)N1C2=CC=C(C=C2C=2C=CC(=CC12)C(=O)O)N1C=NC=C1 9-(4-aminocarbonylphenyl)-6-(1H-imidazol-1-yl)-9H-carbazole-2-carboxylic acid